C(C(C)C)N1N=C(C=C1C)N\C(\C)=C\1/C(NC2=CN=C(C=C21)C=2C=NC=CC2C)=O (Z)-3-(1-((1-Isobutyl-5-methyl-1H-pyrazol-3-yl)amino)ethylidene)-5-(4-methylpyridin-3-yl)-1H-pyrrolo[2,3-c]pyridin-2(3H)-one